2-[4-[5-amino-4-cyano-1-(1-methylcyclopropyl)pyrazol-3-yl]phenyl]propanoic acid NC1=C(C(=NN1C1(CC1)C)C1=CC=C(C=C1)C(C(=O)O)C)C#N